tris(chloropropyl)-phosphate ClCCCOP(=O)(OCCCCl)OCCCCl